1H-pyrazole-1,3-dicarboxylic acid 1,3-di-t-butyl ester C(C)(C)(C)OC(=O)N1N=C(C=C1)C(=O)OC(C)(C)C